[N+](=O)([O-])C1=CC=C(C=C1)CC(=O)Cl p-nitrophenylacetylchloride